C1(CC1)C(=O)NC1=NC=CC(=C1)C1=CNC2=C(C=CC=C12)NC(=O)C=1NC=C(C1)CC N-(3-(2-(Cyclopropancarboxamido)pyridin-4-yl)-1H-indol-7-yl)-4-ethyl-1H-pyrrol-2-carboxamid